1-[7-(1-methyl-1H-pyrazol-4-yl)-1,2,3,4-tetrahydroacridin-9-yl]pyrrolidin-3-amine hydrochloride Cl.CN1N=CC(=C1)C1=CC=C2N=C3CCCCC3=C(C2=C1)N1CC(CC1)N